(R)-4-(((R)-1-(3-(1,1-difluoro-2-hydroxy-2-methylpropyl)-2-fluorophenyl)ethyl)amino)-6-methoxy-2,6,8-trimethyl-6,8-dihydro-7H-pyrrolo[3,2-g]quinazolin-7-one FC(C(C)(C)O)(F)C=1C(=C(C=CC1)[C@@H](C)NC1=NC(=NC2=CC3=C(C=C12)[C@@](C(N3C)=O)(C)OC)C)F